FC1=CC=C(C=C1)C(CCC(C)S(=O)(=O)[O-])C1=CC=C(C=C1)F 4,4-bis(4-fluorophenyl)-1-methyl-butyl-sulfonate